FC1=C(CN2CCN(CC2)C(=O)OC(C)(C)C)C=CC(=C1)C(=O)OC tert-butyl 4-(2-fluoro-4-(methoxycarbonyl)benzyl)piperazine-1-carboxylate